ClC1=C(C#N)C(=CC=N1)NC1=CC=2C3=C(C(N(C2C=C1)C)=O)S(CC[C@@H](N3)C3CC3)(=O)=O (R)-2-chloro-4-((2-cyclopropyl-7-methyl-5,5-dioxido-6-oxo-1,2,3,4,6,7-hexahydro-[1,4]thiazepino[2,3-c]quinolin-10-yl)amino)nicotinonitrile